FC(/C=C/C1=C(C#N)C=CC=C1)(C(C(C(C(C(C(C(F)(F)F)(F)F)(F)F)(F)F)(F)F)(F)F)(F)F)F (E)-2-(3,3,4,4,5,5,6,6,7,7,8,8,9,9,10,10,10-heptadecafluorodec-1-en-1-yl)benzonitrile